2-(4,4-Difluoro-1-methylcyclohexyl)acetic acid FC1(CCC(CC1)(C)CC(=O)O)F